ClC=1C=C(C=2N(N1)C(=NN2)C(C)C)NC2=NC(=NC=C2)OC 6-chloro-3-isopropyl-N-(2-methoxypyrimidin-4-yl)-[1,2,4]triazolo[4,3-b]pyridazin-8-amine